(2S)-N-(4-(cyclopropylamino)-3,4-dioxo-1-((S)-2-oxopyrrolidin-3-yl)butan-2-yl)-2-((E)-3-(4-(difluoromethyl)phenyl)acrylamido)-4,4-dimethylpentanamide C1(CC1)NC(C(C(C[C@H]1C(NCC1)=O)NC([C@H](CC(C)(C)C)NC(\C=C\C1=CC=C(C=C1)C(F)F)=O)=O)=O)=O